NC=1SC2=C(N1)C=CC(=C2)O 2-aminobenzo[d]thiazol-6-ol